2-deoxy-2-acetylamino-β-D-glucopyranose C(C)(=O)N[C@H]1[C@H](O)O[C@@H]([C@H]([C@@H]1O)O)CO